5-((benzyloxy)methyl)-2-(8-chloro-4-fluoro-1-((1,1,1-trifluoropropan-2-yl)oxy)-2,7-naphthyridin-3-yl)-4-ethyl-2,4-dihydro-3H-1,2,4-triazol-3-one C(C1=CC=CC=C1)OCC=1N(C(N(N1)C=1N=C(C2=C(N=CC=C2C1F)Cl)OC(C(F)(F)F)C)=O)CC